4-{(1R)-2-[(6-{2-[(2,6-dichlorobenzyl)oxy]ethoxy}hexyl)amino]-1-hydroxyethyl}-2-(hydroxymethyl)phenol triphenylacetate C1(=CC=CC=C1)C(C(=O)OC1=C(C=C(C=C1)[C@H](CNCCCCCCOCCOCC1=C(C=CC=C1Cl)Cl)O)CO)(C1=CC=CC=C1)C1=CC=CC=C1